2-Methyl-propane-2-sulfonic acid (3-{6-amino-8-[6-(1H-pyrazol-3-yl)-benzo[1,3]dioxol-5-ylsulfanyl]-purin-9-yl}-propyl)-amide NC1=C2N=C(N(C2=NC=N1)CCCNS(=O)(=O)C(C)(C)C)SC1=CC2=C(OCO2)C=C1C1=NNC=C1